(4aR,6R,7R,7aR,10aS,11R,11aS,14R)-4a,7,11,14-tetramethyl-2,8-dioxododecahydro-2H-7,10a-propanocyclopenta[6,7]cycloocta[1,2-b]pyran-6-yl-2-(tosyloxy)acetate C[C@@]12[C@@H](OC(CC1)=O)[C@@H]([C@@]13[C@H]([C@@]([C@@H](C2)C(C(=O)[O-])OS(=O)(=O)C2=CC=C(C)C=C2)([C@@H](CC3)C)C)C(CC1)=O)C